1-Acetyl-N-methylindole-5-sulfonamide C(C)(=O)N1C=CC2=CC(=CC=C12)S(=O)(=O)NC